2,2,3,3,3-pentafluoropropane FC(C)(C(F)(F)F)F